tert-butyl (R)-2-((3-(benzyloxy)phenyl)((5-cyclohexylpyridin-2-yl)methyl)carbamoyl)azetidine-1-carboxylate C(C1=CC=CC=C1)OC=1C=C(C=CC1)N(C(=O)[C@@H]1N(CC1)C(=O)OC(C)(C)C)CC1=NC=C(C=C1)C1CCCCC1